2-((6-(2-(3-aminoazetidin-1-yl)pyrimidin-5-yl)-2-ethylimidazo[1,2-a]pyridin-3-yl)(methyl)amino)-4-(4-fluorophenyl)thiazole-5-carbonitrile NC1CN(C1)C1=NC=C(C=N1)C=1C=CC=2N(C1)C(=C(N2)CC)N(C=2SC(=C(N2)C2=CC=C(C=C2)F)C#N)C